ClC1=NC(=CC(=C1)CN1C(=NC2=NC=C(C=C21)C=2C=CN1N=CN=C(C12)OC)CO)C (1-((2-chloro-6-methylpyridin-4-yl)methyl)-6-(4-methoxypyrrolo[2,1-f][1,2,4]triazin-5-yl)-1H-imidazo[4,5-b]pyridin-2-yl)methanol